C1(=CC=CC=C1)S(=O)(=O)N1C=CC2=CC(=CC=C12)CN(C(OC(C)(C)C)=O)C1CCOCC1 tert-butyl N-[[1-(benzenesulfonyl) indol-5-yl] methyl]-N-tetrahydropyran-4-yl-carbamate